4-((5-(4-(7-((3,5-dimethoxyphenyl)(2-(isopropylamino)ethyl)amino)quinoxalin-2-yl)-1H-Pyrazol-1-yl)pentyl)oxy)-N-hydroxybenzamide COC=1C=C(C=C(C1)OC)N(C1=CC=C2N=CC(=NC2=C1)C=1C=NN(C1)CCCCCOC1=CC=C(C(=O)NO)C=C1)CCNC(C)C